C1=NC2=C(N1[C@H]3[C@@H]([C@@H]([C@H](O3)COP(=O)([O-])OP(=O)(CP(=O)([O-])[O-])[O-])O)O)N=C(NC2=O)N The molecule is an organophosphate oxoanion obtained by deprotonation of the phosphate and phosphonate OH groups of guanosine 5'-[beta,gamma-methylene]triphosphate. It is an organophosphate oxoanion and an organophosphonate oxoanion. It is a conjugate base of a guanosine 5'-[beta,gamma-methylene]triphosphate.